tert-butyl 4-[3-[1-(2,6-dioxo-3-piperidyl)-3-methyl-2-oxo-benzimidazol-5-yl]prop-2-ynyl]piperazine-1-carboxylate O=C1NC(CCC1N1C(N(C2=C1C=CC(=C2)C#CCN2CCN(CC2)C(=O)OC(C)(C)C)C)=O)=O